(S)-2-(4-nitrophenyl)-1-(2-(thiophen-2-yl)thiazol-4-yl)ethan-1-amine hydrobromide Br.[N+](=O)([O-])C1=CC=C(C=C1)C[C@H](N)C=1N=C(SC1)C=1SC=CC1